C1(=CC=CC=C1)C1=NOB(OC1)C1=CC=C(C=C1)C 5-phenyl-2-(p-tolyl)-6H-1,3,4,2-dioxazaborinine